CC1=NN(CC1)CC(=O)O (3-METHYL-4,5-DIHYDRO-1H-PYRAZOL-1-YL)ACETIC ACID